BrC=1C=C(C2=C(C1)C1=NN(C=C1CCO2)C)[N+](=O)[O-] 9-Bromo-2-methyl-7-nitro-4,5-dihydro-2H-[1]benzoxepino[5,4-c]pyrazole